N=C1OCCCN1CC(OC)OC 2-(2-azanylidene-1,3-oxazinan-3-yl)-1,1-dimethoxyethane